C(C)(C)(C)OC(NC1CC(C1)O)=O tert-butyl((1r,3r)-3-hydroxycyclobutyl)carbamate